C(C1=CC=CC=C1)C1N(CCN(C1)C)C1=NC=C2C(=N1)N(N=C2C=2C(=C(C(=C(C2)C(F)(F)F)F)O)F)C 3-(6-(2-Benzyl-4-methylpiperazin-1-yl)-1-methyl-1H-pyrazolo[3,4-d]pyrimidin-3-yl)-2,6-difluoro-5-(trifluoromethyl)phenol